C(=C)C(C=C)CC=C 3-vinylhex-1,5-diene